C1(=CC=CC=C1)C(C)NC1=NC(=CC=C1[N+](=O)[O-])SC N-(1-phenylethyl)-6-methylthio-3-nitropyridin-2-amine